BrCCC1=CC=C(C=C1)Cl 1-(bromoethyl)-4-chloro-benzene